ClC1=C(C(=CC(=C1)Cl)OC)I 1,5-dichloro-2-iodo-3-methoxybenzene